(2R,3R)-2,3-difluoro-N-(4-((4-hydroxybenzyl)amino)phenyl)heptanamide F[C@H](C(=O)NC1=CC=C(C=C1)NCC1=CC=C(C=C1)O)[C@@H](CCCC)F